C12(CCC3=CC=CC=C13)CCC(CC2)CC(=O)OC(C)(C)C tert-Butyl 2-(2',3'-dihydrospiro[cyclohexane-1,1'-inden]-4-yl)acetate